Methyl 4-[(1S)-1-[[4-[(3S)-3-(3-chlorophenoxy)pyrrolidin-1-yl]tetrahydropyran-4-carbonyl]amino]ethyl]benzoate ClC=1C=C(O[C@@H]2CN(CC2)C2(CCOCC2)C(=O)N[C@@H](C)C2=CC=C(C(=O)OC)C=C2)C=CC1